CC=1C=C(C=CC1OC1=CC2=C(N(C=N2)C)C=C1)NC1=NC=NC2=CC=3OC[C@@H]4N(C3N=C21)CCN(C4)C(C=C)=O (R)-1-(11-((3-methyl-4-((1-methyl-1H-benzo[d]imidazol-5-yl)oxy)phenyl)amino)-1,2,4a,5-tetrahydropyrazino[1,2-d]pyrimido[4',5':5,6]pyrido[3,2-b][1,4]oxazin-3(4H)-yl)prop-2-en-1-one